bis(isononyl)-1,2-cyclohexanedicarboxylate C(CCCCCC(C)C)OC(=O)C1C(CCCC1)C(=O)OCCCCCCC(C)C